FC1=C(C=CC(=C1)C(F)(F)F)[C@H](C)N (S)-1-(2-fluoro-4-(trifluoromethyl)phenyl)ethanamine